5-(3-((tert-butyldimethylsilyl)oxy)cyclobutyl)-1-methyl-4-(trifluoromethyl)-1H-pyrazole [Si](C)(C)(C(C)(C)C)OC1CC(C1)C1=C(C=NN1C)C(F)(F)F